FC1=C(C(=O)N2[C@H]([C@H](CC3=CC=CC=C23)C(=O)NC2=CC(=C(C=C2)C)C(F)(F)F)C2=CC=C(C=C2)OCC(C)(C)O)C(=CC=C1)C (2R,3S)-1-(2-fluoro-6-methylbenzoyl)-2-(4-(2-hydroxy-2-methylpropoxy)phenyl)-N-(4-methyl-3-(trifluoromethyl)phenyl)-1,2,3,4-tetrahydroquinoline-3-carboxamide